FC=1C=C(C=NC1)C=1C=C(C=CC1C)NC(=O)N1C2CC(CC1C2)C trans-N-(3-(5-fluoropyridin-3-yl)-4-methylphenyl)-3-methyl-6-azabicyclo[3.1.1]heptane-6-carboxamide